1-(2-chloro-5-((2R,4S)-2-(2,5-difluorophenyl)-4-fluoropyrrolidin-1-yl)pyrazolo[1,5-a]pyrimidin-3-yl)-3-(2,2-difluorocyclopropyl)thiourea ClC1=NN2C(N=C(C=C2)N2[C@H](C[C@@H](C2)F)C2=C(C=CC(=C2)F)F)=C1NC(=S)NC1C(C1)(F)F